NC1=C(C(N(C2=CC(=CC=C12)C(F)(F)F)C=1C=NN(C1)C1OCCCC1)=O)C(=O)OC methyl 4-amino-2-oxo-1-(1-(tetrahydro-2H-pyran-2-yl)-1H-pyrazol-4-yl)-7-(trifluoromethyl)-1,2-dihydroquinoline-3-carboxylate